(R)-3-methyl-4-(7-(1-(methylsulfonyl)cyclopropyl)-3-(1H-pyrazol-5-yl)isothiazolo[4,5-b]pyridin-5-yl)morpholine C[C@H]1N(CCOC1)C1=CC(=C2C(=N1)C(=NS2)C2=CC=NN2)C2(CC2)S(=O)(=O)C